diethylbutylmethylnaphthalene C(C)C1=C(C(=C(C2=CC=CC=C12)C)CCCC)CC